2-ethyl dimethylbenzoate CC=1C(=C(C(=O)OCC)C=CC1)C